2-mercaptobenzothiazole copper salt [Cu].SC=1SC2=C(N1)C=CC=C2